1-{3-amino-6-[4-(4-methylpiperazin-1-yl)furan-2-yl]pyrazin-2-yl}pyrazole-4-carboxamide NC=1C(=NC(=CN1)C=1OC=C(C1)N1CCN(CC1)C)N1N=CC(=C1)C(=O)N